OC1=C(C=CC=C1)C1CCN(CC1)[C@H]1CC2(CN(C2)C2=NN=C(O2)C(=O)OCC)CC1 Ethyl (R)-5-(6-(4-(2-hydroxyphenyl) piperidin-1-yl)-2-azaspiro[3.4]oct-2-yl)-1,3,4-oxadiazole-2-carboxylate